O1COCC2=C1C=CC(=C2)C(N2CCN(CC2)C(=O)N2N=NC1=C2C=CC(=C1)C(F)(F)F)C1=CC2=C(OCOC2)C=C1 (4-(bis(4H-benzo[d][1,3]dioxin-6-yl)methyl)piperazin-1-yl)(5-(trifluoromethyl)-1H-benzo[d][1,2,3]triazol-1-yl)methanone